C(C)(C)(C)OC(N(CC1=NN(C(C1)=O)CC1(CCC1)C(F)(F)F)C)=O.COC(C[NH3+])OC dimethyloxyethyl-ammonium tert-Butyl-methyl[(5-oxo-1-{[1-(trifluoromethyl)cyclobutyl]methyl}-4,5-dihydro-1H-pyrazol-3-yl)methyl]carbamate